(1-(7-Bromoquinolin-5-yl)cyclopropyl)-2-methyl-5-((1-methylazetidin-2-yl)methoxy)benzamide BrC1=CC(=C2C=CC=NC2=C1)C1(CC1)C=1C(=C(C(=O)N)C=C(C1)OCC1N(CC1)C)C